1-(2-Hydroxy-4-methoxyphenyl)-3-[4-(methoxymethoxy)-3-(3-methylbut-2-enyl)phenyl]prop-2-en-1-one OC1=C(C=CC(=C1)OC)C(C=CC1=CC(=C(C=C1)OCOC)CC=C(C)C)=O